NC=1C=CC2=C(CC(NCC2)=O)C1 8-amino-1,3,4,5-tetrahydro-2H-benzo[d]azepin-2-one